CC=1N=CC2=C(N1)SC=C2 methyl-thieno[2,3-d]pyrimidin